2-(3-cyclobutyl-1H-pyrazol-1-yl)acetamide C1(CCC1)C1=NN(C=C1)CC(=O)N